1-formamido-2,3-dimethoxynaphthalene tert-butyl-3-(((2-amino-5-(methoxycarbonyl)phenyl)amino)methyl)-3-methoxyazetidine-1-carboxylate C(C)(C)(C)OC(=O)N1CC(C1)(OC)CNC1=C(C=CC(=C1)C(=O)OC)N.C(=O)NC1=C(C(=CC2=CC=CC=C12)OC)OC